The molecule is a monocarboxylic acid anion that is the conjugate base of N-[(15S)-hydroperoxy-(5Z,8Z,11Z,13E)-icosatetraenoyl]-gamma-aminobutanoic acid, obtained by deprotonation of the carboxy group; major species at pH 7.3. It is a monocarboxylic acid anion and a N-acyl-gamma-aminobutyrate. It is a conjugate base of a N-[(12S)-hydroperoxy-(5Z,8Z,10E,14Z)-icosatetraenoyl]-gamma-aminobutyric acid. CCCCC[C@@H](/C=C/C=C\\C/C=C\\C/C=C\\CCCC(=O)NCCCC(=O)[O-])OO